benzyl N,N-diphenylaminodithiocarbamate C1(=CC=CC=C1)NN(C(SCC1=CC=CC=C1)=S)NC1=CC=CC=C1